C=CCCCCCCCCCCCCCCC heptadecane-ene